O[C@@]1([C@@H]2CCN([C@@H]2C1)C(=O)OC(C)(C)C)C |r| rac-tert-butyl (1R,5R,6S)-6-hydroxy-6-methyl-2-azabicyclo[3.2.0]heptane-2-carboxylate